3-Amino-N-carbamimidoyl-6-phenyl-5-(4-(pyridin-2-yl)piperazin-1-yl)pyrazine-2-carboxamide NC=1C(=NC(=C(N1)N1CCN(CC1)C1=NC=CC=C1)C1=CC=CC=C1)C(=O)NC(N)=N